(triethoxysilylpropyl) disulfide C(C)O[Si](OCC)(OCC)CCCSSCCC[Si](OCC)(OCC)OCC